C(C1=CC=CC=C1)OCC1=NN(C(N1CC)=O)C=1C=C2C(=CN(C(C2=CC1)=O)C1=C(C=CC=C1F)Cl)C1(CC1)C 6-(3-((benzyloxy)methyl)-4-ethyl-5-oxo-4,5-dihydro-1H-1,2,4-triazol-1-yl)-2-(2-chloro-6-fluorophenyl)-4-(1-methylcyclopropyl)isoquinolin-1(2H)-one